(5-amino-2-((5-(pyridin-2-yl)-1H-tetrazol-1-yl)methyl)-8-(pyrimidin-4-yl)-[1,2,4]triazolo[1,5-c]pyrimidin-7-yl)benzonitrile NC1=NC(=C(C=2N1N=C(N2)CN2N=NN=C2C2=NC=CC=C2)C2=NC=NC=C2)C2=C(C#N)C=CC=C2